4-amino-7H-pyrrolo[2,3-d]pyrimidin NC=1C2=C(N=CN1)NC=C2